C(C)(C)(C)OC(=O)N1[C@@H](C[C@@H](C1)F)C(NCC1=CC(=CC(=C1)C(F)(F)F)C1=CC(=CC(=C1)C(F)(F)F)C(F)(F)F)=O.[Cl-].C(CCCCCCC)[NH+]1C=C(C=C1)CCCC 1-Octyl-3-butylpyrrolium chlorid tert-butyl-(2S,4S)-2-[([3-[3,5-bis(trifluoromethyl)phenyl]-5-(trifluoromethyl)phenyl]methyl)carbamoyl]-4-fluoropyrrolidine-1-carboxylate